OC=1C=C(OC=2C=C(CO)C=CC2)C=CC1 3-(3-hydroxyphenoxy)benzyl alcohol